C(CC(=O)OCC1=CC=CC=C1)(=O)OCC1=CC=CC=C1 1,3-dibenzyl propanedioate